tert-butyl (R)-3-((S)-1-(tert-butoxy)-3-(3-(3-methoxy-3-oxoprop-1-en-1-yl)phenyl)-1-oxopropane-2-yl)pyrrolidine-1-carboxylate C(C)(C)(C)OC([C@@H](CC1=CC(=CC=C1)C=CC(=O)OC)[C@@H]1CN(CC1)C(=O)OC(C)(C)C)=O